[Sb].[Mn].[Co] cobalt manganese antimony